6-chloro-7-cyclopropyl-1H-indazol-3-amine ClC1=CC=C2C(=NNC2=C1C1CC1)N